benzo1,4-dioxan O1CCOC2=C1C=CC=C2